N-(1-cyano-2-ethylperoxyethyl)butanamide C(#N)C(COOCC)NC(CCC)=O